methyl 2-(2-tert-butoxycarbonyl-2-azaspiro[3.3]heptan-6-yl)-8-fluoro-3,4-dihydro-1H-isoquinoline-6-carboxylate C(C)(C)(C)OC(=O)N1CC2(C1)CC(C2)N2CC1=C(C=C(C=C1CC2)C(=O)OC)F